C(C)(=O)N1C(CC2=CC=CC=C12)=O N-acetyl-indolone